C(CCC1=CC(O)=C(O)C=C1)(=O)SCCNC(CCNC([C@@H](C(COP(OP(OC[C@@H]1[C@H]([C@H]([C@@H](O1)N1C=NC=2C(N)=NC=NC12)O)OP(=O)(O)O)(=O)O)(=O)O)(C)C)O)=O)=O dihydrocaffeoyl-coenzyme A